NC=1CC(=CC2=C(N1)C=C(C=C2)NC(C2=CC=CC=C2)=O)C(=O)N(CCC)CCCNC(OC(C)(C)C)=O tert-butyl (3-(2-amino-8-benzamido-N-propyl-3H-benzo[b]azepine-4-carboxamido)propyl)carbamate